2-(2-{(S)-(4,4-Difluorocyclohexyl)[(4-methyl-1,2,5-oxadiazole-3-carbonyl)amino]-methyl}-4-fluoro-1H-benzimidazol-5-yl)-4,4-difluorobutyric acid FC1(CCC(CC1)[C@@H](C1=NC2=C(N1)C=CC(=C2F)C(C(=O)O)CC(F)F)NC(=O)C2=NON=C2C)F